tert-Butyl 3-methyl-6-(2-oxoindolin-4-yl)-3,4-dihydro-2H-pyridine-1-carboxylate CC1CN(C(=CC1)C1=C2CC(NC2=CC=C1)=O)C(=O)OC(C)(C)C